[N+](=O)([O-])C=1C=C(C=CC1N1CCCCC1)S(=O)(=O)Cl 3-nitro-4-(piperidin-1-yl)benzenesulfonyl chloride